N-(Oxetan-3-yl)-3-(((1S,3S)-3-((2-oxo-2H-[1,3'-bipyridin]-6'-yl)amino)cyclopentyl)amino)-1,2,4-triazine-6-carboxamide O1CC(C1)NC(=O)C1=CN=C(N=N1)N[C@@H]1C[C@H](CC1)NC1=CC=C(C=N1)N1C(C=CC=C1)=O